NC1=CC(=C2NC(CCCOCC(C3=NN=C(C1=N2)O3)(O)C(F)(F)F)(C)C)C(F)(F)F 17-amino-12,12-dimethyl-6,15-bis(trifluoromethyl)-8,19-dioxa-3,4,13,18-tetrazatricyclo[12.3.1.12,5]nonadeca-1(18),2,4,14,16-pentaen-6-ol